N-(3-(8-((R)-amino((3R,4R)-3-fluoro-1-methylpiperidin-4-yl)methyl)-3-(2,2,2-trifluoroethyl)imidazo[1,2-a]pyridin-2-yl)prop-2-yn-1-yl)-2-methoxy-4-(methylsulfonyl)aniline N[C@@H](C=1C=2N(C=CC1)C(=C(N2)C#CCNC2=C(C=C(C=C2)S(=O)(=O)C)OC)CC(F)(F)F)[C@@H]2[C@H](CN(CC2)C)F